CC=1C=C(C=CC1N)C1=CC(=C(C=C1)N)C 3,3'-dimethylbiphenyl-4,4'-Diamine